(3-(3,3-difluoroazetidine-1-carbonyl)azetidine-1-carbonyl)-4-fluorobenzaldehyde FC1(CN(C1)C(=O)C1CN(C1)C(=O)C1=C(C=O)C=CC(=C1)F)F